ClC1=C(C=C(C=C1)C1=NNC(CC1)C)OC 3-(4-chloro-3-methoxy-phenyl)-6-methyl-1,4,5,6-tetrahydropyridazine